ClC=1C=CC(=NC1CO)C1=CC(=C(C(=O)NC2=C(C=CC=C2)C)C=C1F)O[C@H](C(F)(F)F)C (S)-4-(5-Chloro-6-(hydroxymethyl)pyridin-2-yl)-5-fluoro-N-(o-tolyl)-2-((1,1,1-trifluoropropan-2-yl)oxy)benzamide